ClC1=CC=C(OCC(=O)Cl)C=C1 para-chlorophenoxyacetyl chloride